C(C)(C)(C)C1N(CCC(C1)(C)C(NC=1C=NC=C(C1)OC)=O)C(=O)OCCOC1CCC(CC1)N(CC1=CC=CC=C1)CC1=CC=CC=C1 2-(((1r,4r)-4-(dibenzylamino)cyclohexyl)oxy)ethan-1-ol tert-butyl-4-(N-(5-methoxypyridin-3-yl)carbamoyl)-4-methylpiperidine-1-carboxylate